1-methyl-3-(methylimino)pyridine-2(1H)-one CN1C(C(CC=C1)=NC)=O